nitrotrifluorotoluene [N+](=O)([O-])C1=C(C(F)(F)F)C=CC=C1